4,6-dichloro-7-methoxy-6'-(trifluoromethyl)spiro[indane-1,3'-indoline] ClC1=C2CCC3(CNC4=CC(=CC=C34)C(F)(F)F)C2=C(C(=C1)Cl)OC